(R)-2-(3-(3-(1-(2-chloro-4-fluorophenyl)cyclopropyl)-1,2,4-oxadiazol-5-yl)-5-(difluoromethyl)-1H-pyrazol-1-yl)propanoic acid ClC1=C(C=CC(=C1)F)C1(CC1)C1=NOC(=N1)C1=NN(C(=C1)C(F)F)[C@@H](C(=O)O)C